O[C@@H](C)C=1C=C(C=CC1)NS(=O)(=O)C1=CC=C(C=C1)NC(NCC=1C=NC=CC1)=O 3-[4-({3-[(1S)-1-hydroxyethyl]phenyl}sulfamoyl)phenyl]-1-(pyridin-3-ylmethyl)urea